(3R)-3-(2-isopropoxyphenyl)-1-(pyridin-3-yl)piperazine C(C)(C)OC1=C(C=CC=C1)[C@@H]1CN(CCN1)C=1C=NC=CC1